(S)-tert-butyl 3-(2-((4-(3-((2-(1-hydroxyethyl)-1H-imidazol-1-yl)methyl)isoxazol-5-yl)phenyl)ethynyl)-7-azaspiro[3.5]non-7-yl)azetidine-1-carboxylate O[C@@H](C)C=1N(C=CN1)CC1=NOC(=C1)C1=CC=C(C=C1)C#CC1CC2(C1)CCN(CC2)C2CN(C2)C(=O)OC(C)(C)C